[B].[N].[N] Dinitrogen boron